ClC=1C=C(C=CC1F)NC(=O)C=1C(=C(N2CCCCC12)C(C(=O)NC1CC(C1)O)=O)C N-(3-chloro-4-fluorophenyl)-3-(2-(((1r,3r)-3-hydroxycyclobutyl)amino)-2-oxoacetyl)-2-methyl-5,6,7,8-tetrahydroindolizine-1-carboxamide